SN[C@@H](CCC)C(=O)O mercaptonorvaline